(S)-N1-(1-(2-(Bicyclo[1.1.1]pentan-1-ylamino)-2-oxoethyl)-2-oxo-1,2-dihydropyridin-3-yl)-N6-methyl-5-oxo-2-(1,2,3-thiadiazol-4-carboxamido)hexandiamid C12(CC(C1)C2)NC(CN2C(C(=CC=C2)NC([C@H](CCC(C(=O)NC)=O)NC(=O)C=2N=NSC2)=O)=O)=O